2-azaspiro[4.5]decan-8-ylmethanol C1NCCC12CCC(CC2)CO